NC(C(CCC(=O)OC(C)(C)C)N1C(C2=CC=CC(=C2C1)CNC)=O)=O tert-butyl 5-amino-4-(4-((methylamino) methyl)-1-oxoisoindolin-2-yl)-5-oxopentanoate